C(C)(C)(C)OC(=O)N1C(C2(C1)CNCC2)C=2NOC1=C(C2)N=C(C=C1)I (6-iodopyrido-oxazin-3-yl)-2,6-diazaspiro[3.4]octane-2-carboxylic acid tert-butyl ester